methyl-2-oxo-N-phenyl-3H-imidazo[4,5-b]pyridine-6-carboxamide CN1C(NC=2C1=NC=C(C2)C(=O)NC2=CC=CC=C2)=O